C1=CC=CC=2C3=CC=CC=C3C(C12)COC(=O)N1CCN(CC1)CC=1C=C2CN(CC2=CC1)C(=O)OC(C)(C)C t-butyl 5-((4-(((9H-fluoren-9-yl)methoxy)carbonyl)piperazin-1-yl)methyl)isoindoline-2-carboxylate